methyl (9Z)-21-(dimethylamino)nonacos-9-enoate CN(C(CCCCCCCCCC\C=C/CCCCCCCC(=O)OC)CCCCCCCC)C